Benzyl (methylsulfonyl)glycinate CS(=O)(=O)NCC(=O)OCC1=CC=CC=C1